4-phenylcarbonyl-5-(ethoxycarbonyl)-2,6-dimethyl-1,4-dihydropyridine-3-carboxylic acid ethyl ester C(C)OC(=O)C1=C(NC(=C(C1C(=O)C1=CC=CC=C1)C(=O)OCC)C)C